3,5-dinitrobenzyl 2-aminocyclobutane-1-carboxylate NC1C(CC1)C(=O)OCC1=CC(=CC(=C1)[N+](=O)[O-])[N+](=O)[O-]